2-((6-(trifluoromethyl)pyrimidin-4-yl)oxy)ethan-1-one FC(C1=CC(=NC=N1)OCC=O)(F)F